COC1=CC=C2CCC(N(C2=C1)CC1=CC=C(C(=O)NN=CCC)C=C1)=O 4-((7-methoxy-2-oxo-3,4-dihydroquinolin-1(2H)-yl)methyl)-N'-propylidenebenzoyl-hydrazine